NC=1C(NC2=C3C=CC=NC3=C(C=C2C1C1=C2C=NNC2=C(C=C1)F)I)=O 3-amino-4-(7-fluoro-1H-indazol-4-yl)-6-iodo-1H-1,7-phenanthrolin-2-one